C(C1=CC(O)=C(O)C=C1)O protocatechuyl alcohol